5-Chloro-4-(1H-indol-3-yl)-N-[(3R)-piperidin-3-yl]pyrimidin-2-amine ClC=1C(=NC(=NC1)N[C@H]1CNCCC1)C1=CNC2=CC=CC=C12